BrC=1C=NC=C(C1)C1=CC(=C(C=C1)OC)OCC 3-bromo-5-(3-ethoxy-4-methoxyphenyl)pyridine